(3,5-bis(trifluoromethyl)phenyl)(1H-1,2,3-triazol-4-yl)methanone FC(C=1C=C(C=C(C1)C(F)(F)F)C(=O)C=1N=NNC1)(F)F